OC1=C2C=CC(=CC2=CC=C1)C(=O)O 5-hydroxynaphthalene-2-carboxylic acid